17-(1H-benzimidazol-1-yl)androsta-5,16-dien N1(C=NC2=C1C=CC=C2)C=2[C@]1(C)[C@@H](CC2)[C@@H]2CC=C3CCCC[C@]3(C)[C@H]2CC1